propylene glycol monopalmitate C(CCCCCCCCCCCCCCC)(=O)O.C(C(C)O)O